4'-([1,1'-biphenyl]-4,4'-diylbis(4,5-diphenyl-1H-imidazole-1,2-diyl))diphenol C1(=CC=C(C=C1)N1C(=NC(=C1C1=CC=CC=C1)C1=CC=CC=C1)C1=C(C=CC=C1)O)C1=CC=C(C=C1)N1C(=NC(=C1C1=CC=CC=C1)C1=CC=CC=C1)C1=C(C=CC=C1)O